ClC=1C=C(C=CC1OC)C1(OC(CC1C)=O)C#N 2-(3-chloro-4-methoxyphenyl)-3-methyl-5-oxotetrahydrofuran-2-carbonitrile